N1N=NN=C1C1=CC=2C(=NOC2C=2C=C(OC3CCN(CC3)C(CCNC(COC=3C=C4CCCN(C4=CC3)C(CCl)=O)=O)=O)C=CC2)C=C1 N-(3-(4-(3-(5-(1H-Tetrazol-5-yl)benzo[c]isoxazol-3-yl)phenoxy)piperidin-1-yl)-3-oxopropyl)-2-((1-(2-chloroacetyl)-1,2,3,4-tetrahydroquinolin-6-yl)oxy)acetamide